N-(thiazol-2-yl)pyridine-2-sulfonamide S1C(=NC=C1)NS(=O)(=O)C1=NC=CC=C1